FC(F)C1=NNC=C1C(=O)[O-] (difluoromethyl)pyrazole-4-carboxylate